NCCN(CCN(CCN)CCN)CCN N,N,N',N'-Tetrakis(2-aminoethyl)-1,2-ethanediamine